[N+](=O)([O-])C1=CC=C(OC(=O)OC2CN(C2)C(=O)OC(C)(C)C)C=C1 tert-butyl 3-(4-nitrophenoxy)carbonyloxyazetidine-1-carboxylate